2,6-di-tert-butyl-3-methylphenol, sodium salt [Na].C(C)(C)(C)C1=C(C(=CC=C1C)C(C)(C)C)O